C(C)(C)(C)[Si](OC=1C=C(N)C=CC1)(C)C 3-(tertiary butyl-dimethyl-siloxy)aniline